FC(CCC=1C=CC=C2C=CN(C12)C(=O)[O-])(F)F 7-(3,3,3-trifluoropropyl)-1H-indole-1-carboxylate